6-cyclopropyl-4-(2-fluoro-4-iodo-anilino)-1,3-dimethyl-8-[3-(methylsulfamoylamino)phenyl]pyrido[2,3-d]pyridazine-2,5-dione C1(CC1)N1N=C(C2=C(C1=O)C(=C(C(N2C)=O)C)NC2=C(C=C(C=C2)I)F)C2=CC(=CC=C2)NS(NC)(=O)=O